S1C2=C(C=C1C1=NC3=C(N1C(C(=O)NC1CCCCC1)C1CCCCC1)C=CC=C3)C=CC=C2 2-(2-benzo[b]thiophen-2-yl-benzimidazol-1-yl)-2,N-dicyclohexyl-acetamide